4,6-dichloro-2-(4-(difluoromethoxy)-2,6-dimethylphenyl)-2H-pyrazolo[3,4-d]pyrimidine ClC=1C=2C(N=C(N1)Cl)=NN(C2)C2=C(C=C(C=C2C)OC(F)F)C